ClC1=C(C=CC=C1Cl)N1CCN(CC1)CC[C@@H]1CC[C@H](CC1)N1C(NCC1)=O 1-(trans-4-(2-(4-(2,3-Dichlorophenyl)piperazin-1-yl)ethyl)cyclohexyl)imidazolidin-2-one